2-chloro-N1-(pyrimidine-4-yl)benzene-1,3-diamine ClC1=C(C=CC=C1N)NC1=NC=NC=C1